S(=O)(=O)(O)OC=1C=C(C=C(C1)O)C=CC1=CC=C(O)C=C1 resveratrol 3-sulfate